OCC1=CC(=NC=C1)C1=CN=C2N1N=C(C=C2)N[C@H](C)C2=C(C=CC(=C2)F)O (R)-3-(4-hydroxymethylpyridin-2-yl)-N-(1-(5-fluoro-2-hydroxyphenyl)ethyl)imidazo[1,2-b]pyridazin-6-amine